O-((3-fluorotetrahydrofuran-3-yl) methyl) S-methyldithiocarbonate C[SH-]C(OCC1(COCC1)F)=S